[Cl-].C(CCCCCCC)[NH+](CCCCCCCC)CCCCCCCC trioctylammonium chloride